C[C@H]1CN(CCN1C1=CC=C(C=C1)B1OC(C(O1)(C)C)(C)C)C(=O)OC(C)(C)C tertbutyl (3s)-3-methyl-4-[4-(4,4,5,5-tetramethyl-1,3,2-dioxaborolan-2-yl)phenyl]piperazine-1-carboxylate